1-((3s,5r)-1-propenoyl-5-(methoxymethyl)pyrrolidin-3-yl)-3-((4,6-difluoro-1H-benzo[d]imidazol-5-yl)ethynyl)-5-(methylamino)-1H-pyrazole-4-carboxamide C(C=C)(=O)N1C[C@H](C[C@@H]1COC)N1N=C(C(=C1NC)C(=O)N)C#CC1=C(C2=C(NC=N2)C=C1F)F